(E)-N-hydroxy-3-(4-((2-oxo-2H-chromen-4-yl)oxy)phenyl)acrylic amide ONC(\C=C\C1=CC=C(C=C1)OC1=CC(OC2=CC=CC=C12)=O)=O